6-(3-Cyclopropyl-2-fluorophenoxy)-2-azaspiro[3.4]octan-2-yl((1s,3s)-3-hydroxy-3-methylcyclobutyl)methanone C1(CC1)C=1C(=C(OC2CC3(CN(C3)C(=O)C3CC(C3)(C)O)CC2)C=CC1)F